N1(CCCCC1)C(=O)OC(C)(C)C t-butyl piperidine-1-carboxylate